C(C)N1N=CC(=C1)NC=1N=C(C2=C(N1)NC=C2)N([C@H]2CN[C@H](CC2)C)C N2-(1-ethyl-1H-pyrazol-4-yl)-N4-methyl-N4-((3R,6S)-6-methylpiperidin-3-yl)-7H-pyrrolo[2,3-d]pyrimidine-2,4-diamine